N1,N3-bis(5'-(tert-butyl)-[1,1':3',1''-terphenyl]-2'-yl)-5-(dibenzo[b,d]furan-2-yl)benzene-1,3-diamine C(C)(C)(C)C=1C=C(C(=C(C1)C1=CC=CC=C1)NC1=CC(=CC(=C1)C1=CC2=C(OC3=C2C=CC=C3)C=C1)NC1=C(C=C(C=C1C1=CC=CC=C1)C(C)(C)C)C1=CC=CC=C1)C1=CC=CC=C1